(1s,4s)-N-(4-Hydroxy-3-methylphenyl)-4-(4-methyl-1-oxoisoindolin-2-yl)cyclohexanecarboxamide OC1=C(C=C(C=C1)NC(=O)C1CCC(CC1)N1C(C2=CC=CC(=C2C1)C)=O)C